tert-Butyl (2-bromo-5-methylpyridin-3-yl)carbamate BrC1=NC=C(C=C1NC(OC(C)(C)C)=O)C